N[C@@H](CS)C(=O)N[C@H](C(=O)O)CC1=CC=C(O)C(O)=C1 cysteinylDOPA